2,5-difluoro-benzenesulfonamide FC1=C(C=C(C=C1)F)S(=O)(=O)N